5-bromo-3-[2-(hydroxymethyl)-1H-indol-3-yl]-2,3-dihydro-1H-isoindol-1-one BrC=1C=C2C(NC(C2=CC1)=O)C1=C(NC2=CC=CC=C12)CO